(S)-2-((S)-4,4-difluoro-3-(6-oxo-1,6-dihydropyridin-3-yl)piperidin-1-yl)-N-(5-(4-fluoro-2-(hydroxymethyl)phenoxy)pyridin-2-yl)propanamide FC1([C@H](CN(CC1)[C@H](C(=O)NC1=NC=C(C=C1)OC1=C(C=C(C=C1)F)CO)C)C1=CNC(C=C1)=O)F